ClC1=CC(=C(C=N1)C1=NC=CC(=C1F)OC(F)F)F 6'-Chloro-4-(difluoromethoxy)-3,4'-difluoro-2,3'-bipyridine